6-bromo-2-methoxynicotinaldehyde BrC1=NC(=C(C=O)C=C1)OC